C1(=CC=CC=C1)C(C(C1=CC=CC=C1)C#N)C#N diphenylethylene cyanide